C[Si]1(N([Si](N([Si](N1S(=O)(=O)F)(C)C)S(=O)(=O)F)(C)C)S(=O)(=O)F)C 2,2,4,4,6,6-hexamethyl-1,3,5,2,4,6-triazatrisilinane-1,3,5-trisulfonyl trifluoride